C(C1=CC=CC=C1)N1CC(N2C1=C(C(=CC2=O)CN2CCCC1=CC=CC=C21)C2=CC(=CC=C2)C(F)(F)F)C(=O)OC methyl 1-benzyl-7-((3,4-dihydroquinolin-1(2H)-yl)methyl)-5-oxo-8-(3-(trifluoromethyl)phenyl)-1,2,3,5-tetrahydroimidazo[1,2-a]pyridine-3-carboxylate